O=C1CC2(C1)CN(C2)C2=NC=CC(=N2)COC2=CC=C(C=C2)C(C)(C)C2=CC=C(C=C2)C#CCNC=2C=C1CN(CC1=CC2)C2C(NC(CC2)=O)=O 5-((3-(4-(2-(4-((2-(2-oxo-6-azaspiro[3.3]heptane-6-yl)pyrimidin-4-yl)Methoxy)phenyl)propan-2-yl)phenyl)prop-2-yn-1-yl)amino)-2-(2,6-dioxopiperidin-3-yl)isoindoline